4-(4,4,5,5-Tetramethyl-1,3,2-dioxaborolan-2-yl)-3,6-dihydro-2H-pyran CC1(OB(OC1(C)C)C=1CCOCC1)C